C(C1=CC=CC=C1)OC=1C(C=C(OC1C(=O)OC)CC[C@]1(CN([C@H](C=CC1)C)C(=O)OC(C)(C)C)NC(=O)OC(C)(C)C)=O tert-butyl (3S,7S)-3-[2-(5-benzyloxy-6-methoxycarbonyl-4-oxo-pyran-2-yl)ethyl]-3-(tert-butoxycarbonylamino)-7-methyl-4,7-dihydro-2H-azepine-1-carboxylate